6-amino-2-[[2-oxo-3-(3-oxo-4H-pyrazino[2,3-b][1,4]oxazin-6-yl)-1-oxa-3,8-diazaspiro[4.5]decan-8-yl]methyl]indan-4-carbonitrile NC=1C=C(C=2CC(CC2C1)CN1CCC2(CN(C(O2)=O)C2=NC3=C(OCC(N3)=O)N=C2)CC1)C#N